(S)-Morpholine-2-methanol N1C[C@H](OCC1)CO